O.O.C(CC(O)(C(=O)[O-])CC(=O)[O-])(=O)[O-].[Na+].[Na+].[Na+].OC1=C(C=NN1C)C(=O)C=1C=CC2=C(C(CS2(=O)=O)(C)C)C1C (5-hydroxy-1-methyl-1H-pyrazol-4-yl)(3,3,4-trimethyl-1,1-dioxo-2,3-dihydro-1-benzothien-5-yl)methanone trisodium citrate di-hydrate